Methyl 2-chloro-5-(3-(4-(methylcarbamoyl)phenyl)pyrazolo[1,5-a]pyridine-5-carboxamido)benzoate ClC1=C(C(=O)OC)C=C(C=C1)NC(=O)C1=CC=2N(C=C1)N=CC2C2=CC=C(C=C2)C(NC)=O